1,4-Butanediol Dinitrate [N+](=O)([O-])OCCCCO[N+](=O)[O-]